CC=1C2=C(NC(C1C1=NN(C(C1)C=1C=NC=CC1)C(CC)=O)=O)SC=C2 4-methyl-5-(1-propionyl-5-(pyridin-3-yl)-4,5-dihydro-1H-pyrazol-3-yl)thieno[2,3-b]pyridin-6(7H)-one